NC1=NC=CC=C1C1=NC=2C(=NC(=CC2)N2N=CC=C2)N1C=1C=C2CC[C@@H](C2=CC1)NC(C1=CN=C(C=C1)C)=O (S)-N-(5-(2-(2-aminopyridin-3-yl)-5-(1H-pyrazol-1-yl)-3H-imidazo[4,5-b]pyridin-3-yl)-2,3-dihydro-1H-inden-1-yl)-6-methylnicotinamide